(7E)-7,9-decadien-1-ol C(CCCCC\C=C\C=C)O